2-[[6-(1H-benzimidazol-5-ylamino)-3-morpholinosulfonyl-4-quinolyl]amino]benzoic acid N1C=NC2=C1C=CC(=C2)NC=2C=C1C(=C(C=NC1=CC2)S(=O)(=O)N2CCOCC2)NC2=C(C(=O)O)C=CC=C2